1-butyl-3-methyl-imidazolium bis(trifluoromethylsulfonyl)imide [N-](S(=O)(=O)C(F)(F)F)S(=O)(=O)C(F)(F)F.C(CCC)N1C=[N+](C=C1)C